tert-butyl N-[(S)-(2-oxo-3,4-dihydro-1H-1,5-naphthyridin-3-yl)-phenyl-methyl]carbamate O=C1NC2=CC=CN=C2CC1[C@H](NC(OC(C)(C)C)=O)C1=CC=CC=C1